O.C(C(=O)O)(=O)O.O1CC(C1)N1CCN(CC1)C(C=CC#N)C 4-[4-(oxetan-3-yl)piperazin-1-yl]pent-2-enenitrile oxalate hydrate